1-(3-acetyl-6-amino-2-pyridyl)-5-methyl-pyrazole-3-carbonitrile C(C)(=O)C=1C(=NC(=CC1)N)N1N=C(C=C1C)C#N